NC1=NC=NC=2C3=C(CC(C12)(C)C)C(=C(C=C3)O[C@@H]3CC[C@H](CC3)N3CCOCC3)NC[C@@H]3CNC(O3)=O (5R)-5-[[[4-amino-5,5-dimethyl-8-(trans-4-morpholinocyclohexyloxy)-6H-benzo[H]quinazolin-7-yl]amino]methyl]oxazolidin-2-one